C1(C(C=CC=C1)C)(C)S(=O)(=O)O.C(C(C)C)[C@H]1[C@@H](C[C@H]2N(CCC3=CC(=C(C=C23)OC)OC)C1)OC([C@H](C(C)C)N)=O (S)-2-amino-3-methyl-butyric acid (2R,3R,11bR)-3-isobutyl-9,10-dimethoxy-1,3,4,6,7,11b-hexahydro-2H-pyrido[2,1-a]isoquinolin-2-yl ester xylenesulfonate